FC=1C=C2C(=C(/C(/C2=CC1)=C/C1=CC=C(C=C1)OC1=CC=C(C=C1)F)C)C/C=C/C(=O)O (2E)-4-[(1Z)-5-fluoro-1-{[4-(4-fluorophenoxy)phenyl]methylidene}-2-methyl-1H-inden-3-yl]but-2-enoic acid